methyl 3-cyano-3-fluorocyclobutane-1-carboxylate C(#N)C1(CC(C1)C(=O)OC)F